The molecule is a linear amino trisaccharide comprising an N,9-O-diacetyl-alpha-neuraminyl residue (2->3)-linked to a beta-D-galactosyl residue, which is in turn linked (1->3) to N-acetyl-beta-D-glucosamine. It has a role as an epitope. It is an amino trisaccharide and a glucosamine oligosaccharide. CC(=O)N[C@@H]1[C@H](C[C@@](O[C@H]1[C@@H]([C@@H](COC(=O)C)O)O)(C(=O)O)O[C@H]2[C@H]([C@H](O[C@H]([C@@H]2O)O[C@@H]3[C@H]([C@@H](O[C@@H]([C@H]3O)CO)O)NC(=O)C)CO)O)O